N,N-dimethylarginine dihydrochloride Cl.Cl.CN([C@@H](CCCNC(N)=N)C(=O)O)C